racemic-calcium β-hydroxybutyrate OC(CC(=O)[O-])C.[Ca+2].OC(CC(=O)[O-])C